S1C(=CC=C1)[C@@H](C)NC(O)=O.[N+](=O)([O-])C1=CC=CC=C1 4-Nitrobenzene (R)-(1-(thien-2-yl)ethyl)carbamate